CN(C=1C(=CC=CC1)C)CCCCCCCC N-methyl-N-octyl-toluidine